Racemic-tert-butyl N-methyl-N-(5-methyl-6,7-dihydro-4H-benzothiophen-5-yl)carbamate CN(C(OC(C)(C)C)=O)[C@@]1(CCC2=C(C=CS2)C1)C |r|